undecanoyl-phenylalanine C(CCCCCCCCCC)(=O)N[C@@H](CC1=CC=CC=C1)C(=O)O